3-bromo-2-(4,4-difluoro-1-hydroxycyclohexyl)-5-(methoxycarbonyl)-[1,2]selenazolo[2,3-a]pyridin-8-ium chloride [Cl-].BrC1=C([Se][N+]=2C1=CC(=CC2)C(=O)OC)C2(CCC(CC2)(F)F)O